(((tert-butyl-dimethylsilyloxy)methyl)-6-methylenetetrahydro-1H-pyrrolizin-7a(5H)-yl)methanol [Si](C)(C)(C(C)(C)C)OCC1CCN2CC(CC12CO)=C